(1S,3R)-3-[8-amino-1-(2-ethoxy-4-{[4-(trifluoromethyl)pyridin-2-yl]carbamoyl}phenyl)imidazo[1,5-a]pyrazin-3-yl]-1,3-dimethylcyclopentanecarboxylic acid NC=1C=2N(C=CN1)C(=NC2C2=C(C=C(C=C2)C(NC2=NC=CC(=C2)C(F)(F)F)=O)OCC)[C@]2(C[C@](CC2)(C(=O)O)C)C